2-(tert-butyldimethylsilanyloxymethyl)aniline [Si](C)(C)(C(C)(C)C)OCC1=C(N)C=CC=C1